C(#C)C=1C=NC2=C(C=C(C=C2C1)OC(C(=O)NCCC)OC)C 2-[(3-ethynyl-8-methyl-6-quinolinyl)oxy]-2-methoxy-N-propyl-acetamide